2-chloro-N-isopropyl-5-(2-(2-methylthiazol-4-yl)ethynyl)pyridin-4-amine ClC1=NC=C(C(=C1)NC(C)C)C#CC=1N=C(SC1)C